(E)-4'-methoxy-5'-hydroxy-4-hydroxy-6-methoxy-3-chlorochalcone COC1=CC=C(C(/C=C/C2=CC(=C(C=C2OC)O)Cl)=O)C=C1O